(2-isopropylideneaminoethyl)-2-chloropropionate C(C)(C)=NCCOC(C(C)Cl)=O